4-(6-Aminopyridazin-3-yl)-1,2,3,6-tetrahydropyridine-1-carboxylic acid tert-butyl ester C(C)(C)(C)OC(=O)N1CCC(=CC1)C=1N=NC(=CC1)N